(2'S,4S,7R)-2-chloro-2'-methyl-1'-[[1-(2-methylsulfonylethyl)pyrazol-4-yl]methyl]spiro[4,5-dihydrothieno[2,3-c]pyran-7,4'-piperidine]-4-ol ClC1=CC2=C(S1)[C@@]1(C[C@@H](N(CC1)CC=1C=NN(C1)CCS(=O)(=O)C)C)OC[C@H]2O